FC(C=1C=C(C=CC1F)C=1C=C2C(=NC1)C=NN2CC(=O)N2CC(C2)N2C(CCC2)=O)F 1-[1-[2-[6-[3-(Difluoromethyl)-4-fluoro-phenyl]pyrazolo[4,3-b]pyridin-1-yl]acetyl]azetidin-3-yl]pyrrolidin-2-one